zinc dimethyldithiocarbamate CN(C([S-])=S)C.[Zn+2].CN(C([S-])=S)C